OC=1C=C2CCC(C(C2=CC1)C1=CC=C(C=C1)N1CCC2(CN(C2)C[C@H]2[C@@H](CCCC2)C=O)CC1)C1=CC=CC=C1 (1R,2R)-2-((7-(4-(6-hydroxy-2-phenyl-1,2,3,4-tetrahydronaphthalen-1-yl)phenyl)-2,7-diazaspiro[3.5]non-2-yl)methyl)cyclohexane-1-carbaldehyde